3,4-dimethyl-cyclopentanol CC1CC(CC1C)O